(S)-1-(1-(3-chlorophenyl)-2-(dimethylamino)ethyl)-4-(4-fluoro-5-morpholinyl-1H-pyrrolo[2,3-b]pyridin-3-yl)pyridin-2(1H)-one ClC=1C=C(C=CC1)[C@@H](CN(C)C)N1C(C=C(C=C1)C1=CNC2=NC=C(C(=C21)F)N2CCOCC2)=O